2-(((S)-1-(1H-tetrazol-1-yl)propan-2-yl)oxy)-4-(2-((3-(3-(methylsulfonyl)propoxy)-1-((1r,4r)-4-morpholinocyclohexyl)-1H-pyrazol-4-yl)amino)pyrimidin-5-yl)benzonitrile N1(N=NN=C1)C[C@H](C)OC1=C(C#N)C=CC(=C1)C=1C=NC(=NC1)NC=1C(=NN(C1)C1CCC(CC1)N1CCOCC1)OCCCS(=O)(=O)C